2-cyclobutyl-7-(trifluoromethyl)-3-(2-trimethylsilylethoxymethyl)-5H-imidazo[4,5-c]pyridin-4-one C1(CCC1)C1=NC2=C(C(NC=C2C(F)(F)F)=O)N1COCC[Si](C)(C)C